6-chloro-N-cyclopropyl-3-(2,4-dimethoxypyrimidin-5-yl)pyridazin-4-amine ClC1=CC(=C(N=N1)C=1C(=NC(=NC1)OC)OC)NC1CC1